C(C)(C)(C)OC(=O)N1CCC(=CC1)C1=C(C=C(C=C1)NC(=O)C1=CC(=C(C=C1)C=1CCN(CC1)C(=O)OC(C)(C)C)OC)C tert-butyl 4-{4-[(4-{1-[(tert-butoxy)carbonyl]-1,2,3,6-tetrahydropyridin-4-yl}-3-methylphenyl) carbamoyl]-2-methoxyphenyl}-1,2,3,6-tetrahydropyridine-1-carboxylate